6-(isoquinolin-4-yl)-2-phenylthiazolo[5,4-d]pyrimidine-5,7(4H,6H)-dione C1=NC=C(C2=CC=CC=C12)N1C(NC2=C(C1=O)N=C(S2)C2=CC=CC=C2)=O